[N+](=O)([O-])C=1C=CC(=NC1)OC1=CC=C(C=C1)C1=CC(=CC=C1)CO (4'-((5-nitropyridin-2-yl)oxy)-[1,1'-biphenyl]-3-yl)methanol